C(C)(C)(C)OC(N(C1(CCC1)C)CC=1C=C2C(NCC2=C(C1)C(F)F)=O)=O ((7-(difluoromethyl)-3-oxoisoindolin-5-yl)methyl)(1-methylcyclobutyl)carbamic acid tert-butyl ester